(3-chloro-4-fluorophenyl)(trans-4-(trifluoromethyl)cyclohexyl)methanone ClC=1C=C(C=CC1F)C(=O)[C@@H]1CC[C@H](CC1)C(F)(F)F